CC1=NN2C(N=C(C=C2)C2=NC(=NC=C2)S(=O)(=O)C)=C1 2-methyl-5-(2-methylsulfonylpyrimidin-4-yl)pyrazolo[1,5-a]pyrimidine